BrC=1C(=NC=CC1)C(O)([2H])[2H] (3-bromopyridine-2-yl)methane-d2-ol